(2-(methyl (2-phenylcyclopropyl) amino) ethyl) carbamate C(N)(OCCN(C1C(C1)C1=CC=CC=C1)C)=O